NCCC(C)N(C(O)=O)CCCCNC(C)CCN (4-aminobut-2-yl)(4-((4-aminobut-2-yl)amino)butyl)carbamic acid